butyl N,N-diethylaminoacrylate C(C)N(CC)C(C(=O)OCCCC)=C